NC=1C(=CC(=NC1Cl)C1=NC(=NC(=N1)N[C@@H](C(F)F)C)N[C@@H](C(F)F)C)F 6-(5-amino-6-chloro-4-fluoropyridin-2-yl)-N2,N4-bis((R)-1,1-difluoroprop-2-yl)-1,3,5-triazine-2,4-diamine